2-(5-cyano-4-methylpyridin-2-yl)-1-methyl-1H-imidazole-4-carboxylic acid methyl ester COC(=O)C=1N=C(N(C1)C)C1=NC=C(C(=C1)C)C#N